NCC1(CC1)C(=O)NC(CO)CC=1N=CNC1 aminomethyl-N-(1-hydroxy-3-(1H-imidazol-4-yl)propan-2-yl)cyclopropanecarboxamide